N1CC(C1)OC1=NC2=CC3=C(C=C2C(=C1C(C)C)C1=CC=C(C=C1)F)C=NN3S(=O)(=O)C3=CC=C(C)C=C3 7-(azetidin-3-yloxy)-5-(4-fluorophenyl)-6-isopropyl-1-(p-toluenesulfonyl)pyrazolo[4,3-g]Quinoline